1-Azabicyclo[3.2.2]nonan-4-yl (2-(3-(6-(3-methoxypropoxy)pyridazin-3-yl)phenyl)propan-2-yl)carbamate COCCCOC1=CC=C(N=N1)C=1C=C(C=CC1)C(C)(C)NC(OC1CCN2CCC1CC2)=O